FC1=C(N)C=C(C(=C1F)N1CCOCC1)F 2,3,5-trifluoro-4-morpholinoaniline